NC1=NC=2C=CC(=CC2C2=C1C=NN2C)C(=O)N(N(C)C(=O)C2CC2)CC2=NC=C(C=C2)C(F)(F)F 4-amino-N'-(cyclopropanecarbonyl)-N',1-dimethyl-N-((5-(trifluoromethyl)pyridin-2-yl)methyl)-1H-pyrazolo[4,3-c]quinoline-8-carbohydrazide